ClC1=C(C=2N(C=C1)N=C(N2)NC2CCN(CC2)S(=O)(=O)C)OCC 7-chloro-8-ethoxy-N-(1-(methylsulfonyl)piperidin-4-yl)-[1,2,4]triazolo[1,5-a]pyridin-2-amine